ClC=1C=C2C(=NN1)NC[C@@]1(N2C[C@@H](C1)N(C1CCN(CC1)C(=O)OC(C)(C)C)CC1OCCC1)CC tert-butyl 4-(((6aR,8R)-2-chloro-6a-ethyl-5,6,6a,7,8,9-hexahydropyrrolo-[1',2':4,5]pyrazino[2,3-c]pyridazin-8-yl)((tetrahydrofuran-2-yl)methyl)amino)piperidine-1-carboxylate